COC=1C=C(C=CC1)N1N=C(C=C1C)C 1-(3-methoxyphenyl)-3,5-dimethylpyrazole